C(C=1C(O)=CC=CC1)=NC1=C(C=CC=C1)N=CC=1C(O)=CC=CC1 N,N'-bis-salicylidene-1,2-phenylenediamine